p-(DIMETHYLAMINO)BENZOIC ACID ETHYL ESTER C(C)OC(C1=CC=C(C=C1)N(C)C)=O